1,3,3a,4,5,9b-hexahydro-5-ethyl-5-(tetrahydro-2,5-dioxido-3-furanyl)-naphtho[1,2-c]-furan-1,3-dione C(C)C1(CC2C(C(OC2=O)=O)C2=CC=CC=C12)C1C(OC(C1)[O-])[O-]